ClC=1C(=CC2=C(N(C(N=C2N2[C@H](CN(CC2)C(=O)OC(C)(C)C)C)=O)C=2C(=NC=CC2C)C(C)C)N1)F (S)-tert-butyl 4-(7-chloro-6-fluoro-1-(2-isopropyl-4-methylpyridin-3-yl)-2-oxo-1,2-dihydroPyrido[2,3-d]Pyrimidin-4-yl)-3-methylpiperazine-1-carboxylate